C(CCCCC(=O)OCC(CCCCCCCC)CCCCCC)(=O)OCC1=CC(=CC(=C1)COC(CCC(CCCCCC)OC(NCCN1CCCC1)=O)=O)COC(CCC(OCCCCCCCC)OCCCCCCCC)=O 3-(((4,4-bis(octyloxy)butanoyl)oxy)methyl)-5-(((4-(((2-(pyrrolidin-1-yl)ethyl)carbamoyl)oxy)decanoyl)oxy)methyl)benzyl (2-hexyldecyl) adipate